methylenecyclohexaneacetyl chloride C=C1C(CCCC1)CC(=O)Cl